C1=C(C=CC2=CC=CC=C12)C1=CC=C(C=C1)C1=NC=NC=C1 4-[4-(2-naphthyl)phenyl]pyrimidine